COC=1C(N(C=CC1)C=1C=NC(=CC1)N[C@@H]1C[C@H](CC1)NC=1N=CC(=NC1)C(=O)NC)=O 5-(((1S,3S)-3-((3-Methoxy-2-oxo-2H-[1,3'-bipyridin]-6'-yl)amino)cyclopentyl)amino)-N-methylpyrazine-2-carboxamide